N-(4-(4-(3-(3-benzyl-1-((1r,4r)-4-(quinazolin-2-ylamino)cyclohexyl)ureido)phenyl)piperazin-1-yl)butyl)-2-((2-(2,6-dioxopiperidin-3-yl)-1,3-dioxoisoindol-4-yl)oxy)acetamide C(C1=CC=CC=C1)NC(N(C1CCC(CC1)NC1=NC2=CC=CC=C2C=N1)C=1C=C(C=CC1)N1CCN(CC1)CCCCNC(COC1=C2C(N(C(C2=CC=C1)=O)C1C(NC(CC1)=O)=O)=O)=O)=O